C1(CC1)C1=CC(=CC(=N1)C=1OC2=C(N1)C=C(C=C2F)CN[C@H]2[C@](CCC2)(O)C)C2=C(C=C(C=C2)F)C2=NN=CN2C (1S,2R)-2-(((2-(6-Cyclopropyl-4-(4-fluoro-2-(4-methyl-4H-1,2,4-triazol-3-yl)phenyl)pyridin-2-yl)-7-fluorobenzo[d]oxazol-5-yl)methyl)amino)-1-methylcyclopentan-1-ol